Dicyclopentadecyl 6-((4-(dimethylamino)butanoyl)oxy)undecanedioate CN(CCCC(=O)OC(CCCCC(=O)OC1CCCCCCCCCCCCCC1)CCCCC(=O)OC1CCCCCCCCCCCCCC1)C